ClC1=CC(=C(C=N1)N(C(OC)=O)O)C Methyl (6-chloro-4-methylpyridin-3-yl)(hydroxy)carbamate